ClCC(C)=O Chloropropane-2-one